FC(C)(C)C1=CN=CC(=N1)NC1=CC(=NC=C1C1=NC=C(C=N1)F)NC(C)=O N-(4-((6-(2-fluoropropan-2-yl)pyrazin-2-yl)amino)-5-(5-fluoropyrimidin-2-yl)pyridin-2-yl)acetamide